FC1=C(C(=CC=C1)F)C=1C=2C=3CCCC(CC3SC2NC([C@@H](N1)C)=O)(F)F (5S)-3-(2,6-difluorophenyl)-12,12-difluoro-5-methyl-9-thia-4,7-diazatricyclo[8.5.0.02,8]pentadecan-1(10),2(8),3-trien-6-one